2-(isoquinolin-5-yl)-9H-fluoren-9-one C1=NC=CC2=C(C=CC=C12)C1=CC=2C(C3=CC=CC=C3C2C=C1)=O